3-methyl-N-(4-methyl-3-((3-(9-(tetrahydro-2H-pyran-2-yl)-9H-purin-6-yl)pyridin-2-yl)amino)phenyl)-4-(trifluoromethyl)picolinamide CC=1C(=NC=CC1C(F)(F)F)C(=O)NC1=CC(=C(C=C1)C)NC1=NC=CC=C1C1=C2N=CN(C2=NC=N1)C1OCCCC1